C1(CC1)N1C[C@@H](CCC1)NC1=C(C=C(N=N1)C1=C(C=C(C=C1)C(F)(F)F)NS(=O)(=O)C)C (R)-N-(2-(6-((1-Cyclopropylpiperidin-3-yl)amino)-5-methylpyridazin-3-yl)-5-(trifluoromethyl)phenyl)methanesulfonamide